Methyl 3-(4-(benzofuran-5-yl) furan-2-yl)-3-oxopropanoate O1C=CC2=C1C=CC(=C2)C=2C=C(OC2)C(CC(=O)OC)=O